4-(2,2,2-trifluoroacetyl)pyridazin-3(2H)-one FC(C(=O)C=1C(NN=CC1)=O)(F)F